4-methyl-N-(3-quinolinyl)pentanamide ammonium carbonate C([O-])([O-])=O.[NH4+].CC(CCC(=O)NC=1C=NC2=CC=CC=C2C1)C.[NH4+]